BrC1=CC=C(C=C1)C=1NC=C(C1)C1=CC=C(C=C1)CCCCCCCC 2-(4-bromophenyl)-4-(4-octylphenyl)-1H-pyrrole